N-(2-(piperidin-1-yl)-4-(4-(trifluoromethyl)phenethyl)phenyl)heptanamide N1(CCCCC1)C1=C(C=CC(=C1)CCC1=CC=C(C=C1)C(F)(F)F)NC(CCCCCC)=O